(hydroxy(3-octyl-1,2,4-oxadiazol-5-yl)methyl)acrylic acid OC(C1=NC(=NO1)CCCCCCCC)C(C(=O)O)=C